tert-butyl 3-((4-chloroquinazolin-6-yl)amino)azetidine-1-carboxylate ClC1=NC=NC2=CC=C(C=C12)NC1CN(C1)C(=O)OC(C)(C)C